racemic-2-[[6-[5-ethyl-3-methyl-4-oxo-6-(trifluoromethyl)imidazo[4,5-c]pyridin-2-yl]-5-(ethylsulfonimidoyl)-3-pyridyl]oxy]-2-methyl-propanenitrile C(C)N1C(C2=C(C=C1C(F)(F)F)N=C(N2C)C2=C(C=C(C=N2)OC(C#N)(C)C)[S@@](=O)(=N)CC)=O |r|